4-Fluoro-N-(7-isopropyl-1H-indazol-3-yl)benzamide FC1=CC=C(C(=O)NC2=NNC3=C(C=CC=C23)C(C)C)C=C1